(trimethylsilyl) [3-(triethoxysilyl)propyl] sulfide C(C)O[Si](CCCS[Si](C)(C)C)(OCC)OCC